C1(CC1)C(=O)NC=1C=C2C(=CN=C(C2=CN1)NC)C=1C(=C(C=CC1)C=1C=NN(C1)C1CN(C1)CC1=CC=CC(=N1)C(=O)N(CC(F)(F)F)C)OC 6-((3-(4-(3-(6-(cyclopropanecarboxamido)-1-(methylamino)-2,7-naphthyridin-4-yl)-2-methoxyphenyl)-1H-pyrazol-1-yl)azetidin-1-yl)methyl)-N-methyl-N-(2,2,2-trifluoroethyl)picolinamide